(3R)-3-fluoropiperidine hydrochloride Cl.F[C@H]1CNCCC1